(2-methyl-5-(4-(trifluoromethyl)picolinamido)pyridin-3-yl)boronic acid CC1=NC=C(C=C1B(O)O)NC(C1=NC=CC(=C1)C(F)(F)F)=O